4-((2s,4s)-4-bromotetrahydro-2H-pyran-2-yl)-2-methylpyridine Br[C@@H]1C[C@H](OCC1)C1=CC(=NC=C1)C